BrC1=CC2=C(NC([C@@H](N=C2C2=CC=CC=C2)[C@@H](C)CC)=O)C=C1 (S)-7-bromo-3-((S)-sec-butyl)-5-phenyl-1,3-dihydro-2H-benzo[e][1,4]diazepin-2-one